5-[(2R,4S)-4-[6-(difluoromethyl)-4-[2-fluoro-4-(trifluoromethyl)phenyl]-7-methyl-pteridin-2-yl]tetrahydropyran-2-yl]-1-methyl-pyridin-2-one FC(C=1N=C2C(=NC(=NC2=NC1C)[C@@H]1C[C@@H](OCC1)C=1C=CC(N(C1)C)=O)C1=C(C=C(C=C1)C(F)(F)F)F)F